Methyl 8-methyl-5-(4,4,5,5-tetramethyl-1,3,2-dioxaborolan-2-yl)quinoline-2-carboxylate CC=1C=CC(=C2C=CC(=NC12)C(=O)OC)B1OC(C(O1)(C)C)(C)C